6-bromobenzo[d]isothiazole-3-carboxylic acid BrC1=CC2=C(C(=NS2)C(=O)O)C=C1